1-(6-(3-Fluorophenyl)chinolin-2-yl)piperidin FC=1C=C(C=CC1)C=1C=C2C=CC(=NC2=CC1)N1CCCCC1